C1N(CCC2=CC=CC=C12)C[C@H](CN1CCOC2=C(C1=O)C=CC(=C2)C(=O)N2CCCCC2)O 4-[(2R)-3-(3,4-Dihydro-1H-Isoquinolin-2-Yl)-2-Hydroxy-Propyl]-8-(Piperidine-1-Carbonyl)-2,3-Dihydro-1,4-benzoxazepin-5-One